BrC1=CC=C2C(=NN=C(C2=C1)N[C@H]1CN(CCC1)C)Cl (R)-7-bromo-4-chloro-N-(1-methylpiperidin-3-yl)phthalazin-1-amine